The molecule is a quercetin O-glucoside in which a glucosyl residue is attached at position 7 of quercetin via a beta-glycosidic linkage. It has a role as an antioxidant and a metabolite. It is a beta-D-glucoside, a monosaccharide derivative, a member of flavonols, a tetrahydroxyflavone and a quercetin O-glucoside. C1=CC(=C(C=C1C2=C(C(=O)C3=C(C=C(C=C3O2)O[C@H]4[C@@H]([C@H]([C@@H]([C@H](O4)CO)O)O)O)O)O)O)O